2-(4-chlorocarbonyl-2-methoxy-phenoxy)acetic acid tert-butyl ester C(C)(C)(C)OC(COC1=C(C=C(C=C1)C(=O)Cl)OC)=O